(1S,2S)-2-((7-cyano-2-(3'-(3-(((R)-3-hydroxypyrrolidin-1-yl)methyl)-1,7-naphthyridin-8-ylamino)-2,2'-dimethyl-biphenyl-3-yl)benzo[d]oxazol-5-yl)methylamino)cyclopentanecarboxylic acid C(#N)C1=CC(=CC=2N=C(OC21)C=2C(=C(C=CC2)C2=C(C(=CC=C2)NC=2N=CC=C1C=C(C=NC21)CN2C[C@@H](CC2)O)C)C)CN[C@@H]2[C@H](CCC2)C(=O)O